3-phenyl-5-(phenylamino)pyridin-2(1H)-one C1(=CC=CC=C1)C=1C(NC=C(C1)NC1=CC=CC=C1)=O